FC1(CCN(CC1)C1=NC=CC(=N1)C(=O)NN)F 2-(4,4-difluoropiperidin-1-yl)pyrimidine-4-carbohydrazide